2-(Diphenylmethyl)-N-(2-iodobenzyl)quinuclidin-3-amine C1(=CC=CC=C1)C(C1N2CCC(C1NCC1=C(C=CC=C1)I)CC2)C2=CC=CC=C2